N=NC=NN.N=NC=NN formazan (Formazan) salt